[Na].COC1=CC2=C(NC(C3N(C2=O)CC(C3)=C)S(=O)(=O)O)C=C1 7-methoxy-2-methylene-5-oxo-2,3,5,10,11,11a-hexahydro-1H-benzo[e]pyrrolo[1,2-a][1,4]diazepin-11-sulfonic acid sodium